tert-butyl (2R,5S)-4-(2-(cyanomethyl)-7-fluoro-5-methyl-6-oxo-5,6-dihydroimidazo[1,2-b]pyridazin-8-yl)-2,5-dimethylpiperazine-1-carboxylate C(#N)CC=1N=C2N(N(C(C(=C2N2C[C@H](N(C[C@@H]2C)C(=O)OC(C)(C)C)C)F)=O)C)C1